1,3-dibromo-5-(n-propoxymethyl)benzene BrC1=CC(=CC(=C1)COCCC)Br